[Na].C(CCCCCCCCCCC)NC(C(=O)O)C N-dodecyl-aminopropionic acid sodium